1-(trans-4-((4-(1,2-benzothiazol-6-yl)-5-cyanopyrimidin-2-yl)amino)cyclohexyl)-3-benzyl-1-(5-(1-methyl-1H-pyrazol-4-yl)pyridin-2-yl)urea S1N=CC2=C1C=C(C=C2)C2=NC(=NC=C2C#N)N[C@@H]2CC[C@H](CC2)N(C(=O)NCC2=CC=CC=C2)C2=NC=C(C=C2)C=2C=NN(C2)C